4-[5-chloro-2-(2-fluoro-4-pyridinyl)-6-oxo-1H-pyrimidin-4-yl]-2-(1-fluoro-1-methyl-ethyl)piperazine-1-carboxylic acid tert-butyl ester C(C)(C)(C)OC(=O)N1C(CN(CC1)C=1N=C(NC(C1Cl)=O)C1=CC(=NC=C1)F)C(C)(C)F